BrC1=C2C=NNC2=CC(=C1OC(F)(F)F)Cl 4-bromo-6-chloro-5-(trifluoromethoxy)-1H-indazole